ICC(CCCCCCCC)(CI)C=1OCC(N1)(C)C 2-[1-iodo-2-[iodomethyl]decan-2-yl]-4,4-dimethyl-4,5-dihydrooxazole